N1(CCCCC1)S(=O)(=O)C1=CC=C(C=C1)C=1N=C(SC1)NC1=C(C=CC=C1)S(=O)(=O)N ((4-(4-(piperidin-1-ylsulfonyl)phenyl)thiazol-2-yl)amino)benzenesulfonamide